CCCCCCCCCCCCCCCCCCCCCC(=O)OC[C@H](COP(=O)(O)OC[C@H](CO)O)OC(=O)CCCCCCCCCCC/C=C\C/C=C\CCCCC 1-docosanoyl-2-(13Z,16Z-docosadienoyl)-glycero-3-phospho-(1'-sn-glycerol)